(2-(tert-butoxyamino)ethyl)-2-((2-fluoro-4-iodophenyl)amino)-1-methyl-6-oxo-1,6-dihydropyridine-3-carboxylic acid methyl ester COC(=O)C1=C(N(C(C=C1CCNOC(C)(C)C)=O)C)NC1=C(C=C(C=C1)I)F